NC=1C=CC(=C(C1)S(=O)(=O)NCCC1=NC=CC=C1)C(C)C 5-amino-2-isopropyl-N-(2-(pyridin-2-yl)ethyl)benzenesulfonamide